4-hydroxy-6-methylpyrazolo[1,5-a]pyrazine-2-carboxylic acid ethyl ester C(C)OC(=O)C1=NN2C(C(=NC(=C2)C)O)=C1